2-Amino-N-(1-{8-chloro-5-[5-(methylsulfonyl)pyridin-3-yl]imidazo[1,5-a]pyridin-6-yl}ethyl)pyrazolo[1,5-a]pyrimidine-3-carboxamide trifluoroacetate salt FC(C(=O)O)(F)F.NC1=NN2C(N=CC=C2)=C1C(=O)NC(C)C=1C=C(C=2N(C1C=1C=NC=C(C1)S(=O)(=O)C)C=NC2)Cl